C(CCCCCCCC)(=O)OC methyl pelargonate